1-(((1r,3s,5R,7S)-3-bromo-5,7-dimethyladamantan-1-yl)methyl)-1H-pyrazole BrC12CC3(C[C@](C[C@@](C1)(C3)C)(C2)C)CN2N=CC=C2